3-(4-(5-chloro-2-((3-methylisothiazol-5-yl)amino)pyrimidin-4-yl)-1H-pyrazol-1-yl)propanenitrile ClC=1C(=NC(=NC1)NC1=CC(=NS1)C)C=1C=NN(C1)CCC#N